NC1=NC(=NN1C1=CC=C(C=C1)OC(F)(F)F)C1=CC=C(C=O)C=C1 4-[5-Amino-1-[4-(trifluoromethoxy)phenyl]-1,2,4-triazol-3-yl]benzaldehyd